(R)-2-(2-(4-fluorophenyl)-6,7-dihydro-oxazolo[4,5-c]pyridin-5(4H)-yl)-4-((1-(hydroxymethyl)cyclobutyl)amino)-6,7-dihydro-thieno[3,2-d]pyrimidine 5-oxide FC1=CC=C(C=C1)C=1OC2=C(CN(CC2)C=2N=C(C3=C(N2)CC[S@]3=O)NC3(CCC3)CO)N1